2-(4-fluorophenyl)pyridine FC1=CC=C(C=C1)C1=NC=CC=C1